N-[(6-Pyrrolidin-1-yl-2-pyridyl)sulfonyl]-2-(2,2,4-trimethylpyrrolidin-1-yl)pyridin-3-carboxamid N1(CCCC1)C1=CC=CC(=N1)S(=O)(=O)NC(=O)C=1C(=NC=CC1)N1C(CC(C1)C)(C)C